tert-butylacetate C(C)(C)(C)OC(C)=O